C(C1=CC=CC=C1)OC1=NC(=CC=C1C1=NN(C2=CC(=CC=C12)B(O)O)C)OCC1=CC=CC=C1 [3-(2,6-dibenzyloxy-3-pyridyl)-1-methyl-indazol-6-yl]boronic acid